{3-[bis(2-methoxyphenyl)phosphino]propyl}bis(2-methoxyphenyl)phosphane COC1=C(C=CC=C1)P(CCCP(C1=C(C=CC=C1)OC)C1=C(C=CC=C1)OC)C1=C(C=CC=C1)OC